NC1=CC=C(O[C@@H]2[C@H]([C@H]([C@@H]([C@H](O2)CC(F)(F)P(O)(O)=O)O)O)O)C=C1 {2-[(2R,3S,4S,5S,6R)-6-(4-aminophenoxy)-3,4,5-trihydroxyoxaN-2-yl]-1,1-difluoroethyl}phosphonic acid